[3-(4-aminocinnolin-7-yl)-4-(2H-1,2,3-triazol-2-yl)phenyl]boronic acid formic acid salt C(=O)O.NC1=CN=NC2=CC(=CC=C12)C=1C=C(C=CC1N1N=CC=N1)B(O)O